ethyl (S)-3-(3-(4-hydroxy-1-methyl-2-oxo-1,2-dihydropyridin-3-yl)ureido)-3-(2'-methylbiphenyl-4-yl)propanoate OC1=C(C(N(C=C1)C)=O)NC(N[C@@H](CC(=O)OCC)C1=CC=C(C=C1)C1=C(C=CC=C1)C)=O